BrC1=C2C(CCC2=CC(=C1C=O)F)CC 4-bromo-3-ethyl-6-fluoro-2,3-dihydro-1H-indene-5-carbaldehyde